tert.-butanesulfonic acid anhydride C(C)(C)(C)S(=O)(=O)OS(=O)(=O)C(C)(C)C